3-(4-amino-1H-imidazol-1-yl)cyclobutanecarbonitrile NC=1N=CN(C1)C1CC(C1)C#N